Br[C@@]1([C@H](O)[C@H](O)[C@@H](CO)O1)N1C(=O)NC(=O)C=C1 anti-bromouridine